1'-(8-((3-chloro-2-(methylamino)pyridin-4-yl)thio)-7-methylimidazo[1,2-c]pyrimidin-5-yl)-5,7-dihydrospiro[cyclopenta[b]pyridin-6,4'-piperidin]-5-amine ClC=1C(=NC=CC1SC=1C=2N(C(=NC1C)N1CCC3(CC1)C(C=1C(=NC=CC1)C3)N)C=CN2)NC